5,6-diphenyl-pyrazine C1(=CC=CC=C1)C=1N=CC=NC1C1=CC=CC=C1